C(C)(C)(C)OC(=O)N1CCC(=C(C1)NC(=O)OCC)C1=CC=C(C=C1)Br.C1(CCC2=CC=CC=C12)C(C(=O)N)=C (2,3-dihydro-1H-inden-1-yl)prop-2-enamide tert-butyl-4-(4-bromophenyl)-5-((ethoxycarbonyl)amino)-3,6-dihydropyridine-1(2H)-carboxylate